5-[[5-(2-fluoro-4-pyridyl) indan-4-yl] amino]-1-(2-trimethylsilylethoxymethyl)-1,2,4-triazol-3-sulfinate FC1=NC=CC(=C1)C=1C(=C2CCCC2=CC1)NC1=NC(=NN1COCC[Si](C)(C)C)S(=O)[O-]